3-(2-(5-Chloro-1H-pyrrolo[2,3-b]pyridin-3-yl)-5-fluoro-7H-pyrrolo-[2,3-d]pyrimidin-7-yl)bicyclo[2.2.2]octan ClC=1C=C2C(=NC1)NC=C2C=2N=CC1=C(N2)N(C=C1F)C1CC2CCC1CC2